C1(CCC1)COC(=O)NC(C(=O)O)CCN(CCCCC1=NC=2NCCCC2C=C1)C1CC1 2-(cyclobutylmethoxycarbonylamino)-4-[cyclopropyl-[4-(5,6,7,8-tetrahydro-1,8-naphthyridin-2-yl)butyl]amino]butanoic acid